O[C@@H](CCOC1=CC=C(C=C1)CCC(=O)OC)\C=C\C=C/C=C/[C@H](C\C=C/CC)O Methyl 3-(4-{[(3S,4E,6Z,8E,10S,12Z)-3,10-dihydroxypentadeca-4,6,8,12-tetraen-1-yl]oxy}phenyl)propanoate